butyl 4-[(4-aminophenyl)methyl]piperazine-1-carboxylate NC1=CC=C(C=C1)CN1CCN(CC1)C(=O)OCCCC